N-(3-chloro-5-cyanophenyl)-6-methyl-4-oxo-1-phenyl-1,4-dihydropyridazine-3-carboxamide ClC=1C=C(C=C(C1)C#N)NC(=O)C1=NN(C(=CC1=O)C)C1=CC=CC=C1